4-[(4-aminophenyl)(4-ethylphenyl)methyl]aniline NC1=CC=C(C=C1)C(C1=CC=C(N)C=C1)C1=CC=C(C=C1)CC